2-(2-methoxy-4-nitrophenyl)-3-(4-nitrophenyl)-5-(2,4-disulfophenyl)-2H-tetrazolium mono-sodium salt [Na+].COC1=C(C=CC(=C1)[N+](=O)[O-])N1[NH2+]C(=NN1C1=CC=C(C=C1)[N+](=O)[O-])C1=C(C=C(C=C1)S(=O)(=O)O)S(=O)(=O)O